N-(4-(4-amino-5-(4-(cyclopentyloxy)phenyl)pyrazolo[5,1-f][1,2,4]triazin-6-yl)phenyl)acrylamide NC1=NC=NN2C1=C(C(=N2)C2=CC=C(C=C2)NC(C=C)=O)C2=CC=C(C=C2)OC2CCCC2